C1(CC1)CNC=1N=CC2=C(N(C(C=3C=CC=CC23)=O)[C@@H]2CC[C@H](CC2)O)N1 trans-3-((Cyclopropylmethyl)amino)-5-(4-hydroxycyclohexyl)pyrimido[4,5-c]isoquinolin-6(5H)-one